O=C/1C2=C(S\C1=C\C1=CC=C(O1)C1=C(C#N)C=CC=C1)C=CC=C2 (E)-2-(5-((3-oxobenzo[b]thiophen-2(3H)-ylidene)methyl)furan-2-yl)benzonitrile